N-(3-aminopropyl)-3-(5-(3-fluorophenyl)-1H-imidazol-2-yl)-1H-indazole-5-carboxamide NCCCNC(=O)C=1C=C2C(=NNC2=CC1)C=1NC(=CN1)C1=CC(=CC=C1)F